7-(4-(4-(4-(6-(2-methoxyethyl)-2,6-diazaspiro[3.3]heptan-2-yl)phenyl)-1-methyl-1H-benzo[d]imidazol-6-yl)phenyl)-2-(oxetan-3-yl)-2,7-diazaspiro[3.5]nonane COCCN1CC2(CN(C2)C2=CC=C(C=C2)C2=CC(=CC=3N(C=NC32)C)C3=CC=C(C=C3)N3CCC2(CN(C2)C2COC2)CC3)C1